N-Benzyl-1-(2-nitrophenyl)methanamine C(C1=CC=CC=C1)NCC1=C(C=CC=C1)[N+](=O)[O-]